FC1=C(C=CC(=C1F)F)CN (2,3,4-trifluorophenyl)methylamine